N-Cyclopropylsulfamic Acid C1(CC1)NS(O)(=O)=O